C(#N)C1=C(C(=C(C(=C1N1C2=CC=CC=C2C=2C=C(C=CC12)C#N)C=1C(=NC(=CC1)C1=CC=CC=C1)C1=CC=CC=C1)N1C2=CC=CC=C2C=2C=C(C=CC12)C#N)N1C2=CC=CC=C2C=2C=C(C=CC12)C#N)N1C2=CC=CC=C2C=2C=C(C=CC12)C#N 9,9',9'',9'''-(4-cyano-6-(2,6-diphenylpyridin-3-yl)benzene-1,2,3,5-tetrayl)tetrakis(9H-carbazole-3-carbonitrile)